Methyl-(R)-2-(1-(2-ethyl-6-(1-methyl-5-(((4-((trifluoromethoxy)methyl)pyrimidin-2-yl)oxy)methyl)-1H-1,2,3-triazol-4-yl)pyridin-3-yl)piperidin-3-yl)acetate COC(C[C@@H]1CN(CCC1)C=1C(=NC(=CC1)C=1N=NN(C1COC1=NC=CC(=N1)COC(F)(F)F)C)CC)=O